[5-(Oxetanylamino)-1-[4-(trifluoromethoxy)phenyl]-1,2,4-triazol-3-yl]benzaldehyde O1C(CC1)NC1=NC(=NN1C1=CC=C(C=C1)OC(F)(F)F)C1=C(C=O)C=CC=C1